5-(2-(methylthio)-6-(trifluoromethyl)pyrimidin-4-yl)-1-(prop-2-yn-1-yl)pyridin-2(1H)-one CSC1=NC(=CC(=N1)C=1C=CC(N(C1)CC#C)=O)C(F)(F)F